CCOC(=O)C(CC1=CC(=C(C=C1Cl)F)N2C(=O)N(C(=N2)C)C(F)F)Cl The molecule is an ethyl ester resulting from the formal condensation of the carboxy group of 2-chloro-3-{2-chloro-5-[4-(difluoromethyl)-3-methyl-5-oxo-4,5-dihydro-1H-1,2,4-triazol-1-yl]-4-fluorophenyl}propanoic acid with ethanol. It has a role as a proherbicide.